2-(N,N'-dimethylamino)styrene CN(C)C1=C(C=C)C=CC=C1